N-(2-((5-cyano-4-(cyclohexylamino)pyridin-2-yl)amino)-5-(4-ethylpiperazin-1-yl)phenyl)acrylamide C(#N)C=1C(=CC(=NC1)NC1=C(C=C(C=C1)N1CCN(CC1)CC)NC(C=C)=O)NC1CCCCC1